3-(4-hydroxy-3-methoxyphenoxy)-N-(2-hydroxyethyl)propionamide tert-butyl-(4-methyl-2-(oxiran-2-yl)-5-oxo-5,6,7,8-tetrahydro-4H-pyrazolo[1,5-a][1,3]diazepin-6-yl)carbamate C(C)(C)(C)N(C(O)=O)C1C(N(C=2N(CC1)N=C(C2)C2OC2)C)=O.OC2=C(C=C(OCCC(=O)NCCO)C=C2)OC